oxygen (isoindolin-2-yl)piperidine-2,6-dione C1N(CC2=CC=CC=C12)N1C(CCCC1=O)=O.[O]